NC1(CC1)C(=O)N[C@@H]1CN(CC[C@H]1C1=CC(=CC=C1)Cl)C(=O)C=1C=2N(C=CC1)C=NC2 1-amino-N-((3S,4S)-4-(3-chlorophenyl)-1-(imidazo[1,5-a]pyridine-8-carbonyl)piperidin-3-yl)cyclopropanecarboxamide